2-{[6-(methoxymethyl)pyridin-2-yl]carbamoyl}-5-(trifluoromethyl)benzoic acid COCC1=CC=CC(=N1)NC(=O)C1=C(C(=O)O)C=C(C=C1)C(F)(F)F